CC1=NC(=NC(=C1)N1CCC(CC1)NCC1=C(C=CC=C1)N1CCCC1)N 4-methyl-6-(4-((2-(pyrrolidin-1-yl)benzyl)amino)piperidin-1-yl)pyrimidin-2-amine